ClC=1C(=C(C=CC1Cl)NC1=NC=NC2=CC=C(C=C12)C1CCN(CC1)C(=O)OC(C)(C)C)F tert-Butyl 4-(4-((3,4-dichloro-2-fluorophenyl)amino)quinazolin-6-yl)piperidine-1-carboxylate